FC(C1=NC=C(C=N1)CNC(=O)[C@@H]1CC[C@H](CO1)NC(OC(C)(C)C)=O)(F)F tert-butyl ((3R,6S)-6-(((2-(trifluoromethyl)pyrimidin-5-yl)methyl)carbamoyl)tetrahydro-2H-pyran-3-yl)carbamate